BrC1=CC=C(C=C1)C1=CC=C(C=C1)S(=O)(=O)NC=1C=C(C=CC1)C 4'-bromo-N-m-tolyl-[1,1'-biphenyl]-4-sulfonamide